CC=1C(N(C=C(C1)C)[C@@H](CNS(=O)(=O)C)COC1CCN(CC1)C1=NC=C(C=N1)F)=O |o1:8| (S or R)-N-[2-(3,5-dimethyl-2-oxo-1,2-dihydro-pyridin-1-yl)-3-{[1-(5-fluoro-pyrimidin-2-yl)piperidin-4-yl]oxy}propyl]methane-sulfonamide